[4-[4-(2-azetidin-1-yl-phenyl)-piperidin-1-yl]-2-(1-methyl-cyclopropyl)-quinazolin-6-yl]-methyl-(2-morpholin-4-yl-ethyl)-amine N1(CCC1)C1=C(C=CC=C1)C1CCN(CC1)C1=NC(=NC2=CC=C(C=C12)N(CCN1CCOCC1)C)C1(CC1)C